(1S,2S,3S,6R)-4-((difluoromethoxy)methyl)-6-(((4,4-dimethylcyclohexyl)methyl)amino)cyclohex-4-ene-1,2,3-triol FC(OCC=1[C@@H]([C@@H]([C@H]([C@@H](C1)NCC1CCC(CC1)(C)C)O)O)O)F